Bicyclohexyliden-2-one C1(C(CCCC1)=O)=C1CCCCC1